N(=[N+]=[N-])CC1CCC(N1CC)=O 5-(azidomethyl)-1-ethylpyrrolidin-2-one